3-(2-(2-methyl-oxazol-4-yl)ethoxy)-5-((oxetan-2-ylmethyl)amino)benzoic acid methyl ester COC(C1=CC(=CC(=C1)NCC1OCC1)OCCC=1N=C(OC1)C)=O